ClC1=NN(C(=C1)C(=O)OC)CCC1CCN(CC1)C methyl 3-chloro-1-(2-(1-methylpiperidin-4-yl)ethyl)-1H-pyrazole-5-carboxylate